NC(C(=O)NCC1=C(C=C(C=C1)S(=O)(=O)C)Cl)CCC(=O)N 2-amino-N-[(2-chloro-4-methanesulfonylphenyl)methyl]pentanediamide